1,1'-thiobisethane S(CC)CC